NC=1C=C(C=CC1[N+](=O)[O-])SC1=NC=CC=C1NC=1C=NC(=CC1)F ((3-amino-4-nitrophenyl)thio)-N-(6-fluoropyridin-3-yl)pyridin-3-amine